FC1(CCN(CC1)CCCCCCCSC1=C2C(N(C(C2=CC=C1)=O)C1C(NC(CC1)=O)=O)=O)F 4-((7-(4,4-difluoropiperidin-1-yl)heptyl)thio)-2-(2,6-dioxopiperidin-3-yl)isoindoline-1,3-dione